S1C(=NC=C1)C1=CC(=CC=2N=C(OC21)N2CC1N(C(C2)C1)C(=O)OC(C)(C)C)OS(=O)(=O)C(F)(F)F tert-Butyl 3-(7-(thiazol-2-yl)-5-(((trifluoromethyl)sulfonyl)oxy)benzo[d]oxazol-2-yl)-3,6-diazabicyclo[3.1.1]heptane-6-carboxylate